(R,S)-4-((4-Bromophenyl)((8-methyl-4-oxochroman-7-yl)oxy)methyl)benzonitrile BrC1=CC=C(C=C1)[C@@H](C1=CC=C(C#N)C=C1)OC1=CC=C2C(CCOC2=C1C)=O